SC(CC(=O)OCC(C)OC(CC(C1=CC=CC=C1)S)=O)C1=CC=CC=C1 propylene glycol bis(3-mercapto-3-phenylpropionate)